C(C)(C)(C)OP(=O)(OC(C)(C)C)OCCNCC(=O)OC(C)(C)C tert-butyl 2-(2-ditert-butoxyphosphoryloxyethylamino)acetate